COC(=O)C1=CNC(=C1)\C=C\1/C(NC2=CC=C(C=C12)Br)=O 5-[5-bromo-2-oxo-1,2-dihydro-indol-(3Z)-ylidenemethyl]-1H-pyrrole-3-carboxylic acid methyl ester